6-oxo-N-((R)-1-(3-(trifluoromethyl)phenyl)ethyl)-1,6-dihydropyridine-3-carboxamide O=C1C=CC(=CN1)C(=O)N[C@H](C)C1=CC(=CC=C1)C(F)(F)F